BrC=1C(=CC(=C(C1)C(C(=O)N)C(OC)OC)Cl)C (5-bromo-2-chloro-4-methylphenyl)-3,3-dimethoxypropanamide